C(#N)C=1C=CC=C2C(=CNC12)C[C@@H](C(=O)O)NC(=O)OCC1C2=CC=CC=C2C=2C=CC=CC12 (2S)-3-(7-cyano-1H-indol-3-yl)-2-({[(9H-fluoren-9-yl)methoxy]carbonyl}amino)propanoic acid